N-(2-(2-amino-6-(((5,6-difluoro-1H-benzo[d]imidazol-2-yl)methyl)amino)-9H-purin-9-yl)ethyl)-1-ethyl-3-methyl-1H-pyrazole-5-carboxamide NC1=NC(=C2N=CN(C2=N1)CCNC(=O)C1=CC(=NN1CC)C)NCC1=NC2=C(N1)C=C(C(=C2)F)F